(S)-1-(3-(5-hydroxy-6-oxo-1,6-dihydropyrimidin-4-yl)-2-(4-((4-(morpholinomethyl)phenyl)ethynyl)phenyl)propyl)azetidine-3-carbonitrile OC1=C(N=CNC1=O)C[C@H](CN1CC(C1)C#N)C1=CC=C(C=C1)C#CC1=CC=C(C=C1)CN1CCOCC1